3-((4,4-bis(octyloxy)butanoyl)oxy)-2-((dodecanoyloxy)methyl)propyl-1-methylpyrrolidine-3-carboxylate C(CCCCCCC)OC(CCC(=O)OCC(COC(=O)C1CN(CC1)C)COC(CCCCCCCCCCC)=O)OCCCCCCCC